tert-butyl [4-[[3-[4-(difluoromethoxy)phenyl]imidazo[1,2-a]pyrazin-8-yl]amino]-2-methyl-benzoyl]piperazine-1-carboxylate FC(OC1=CC=C(C=C1)C1=CN=C2N1C=CN=C2NC2=CC(=C(C(=O)C1N(CCNC1)C(=O)OC(C)(C)C)C=C2)C)F